2-[2-[2-(2-trityloxyethoxy)ethoxy]ethoxy]ethyl methanesulfonate CS(=O)(=O)OCCOCCOCCOCCOC(C1=CC=CC=C1)(C1=CC=CC=C1)C1=CC=CC=C1